1,2-bis(2-(1H-benzimidazol-1-yl)ethoxy)ethane N1(C=NC2=C1C=CC=C2)CCOCCOCCN2C=NC1=C2C=CC=C1